1-Benzo[1,3]dioxol-5-yl-cyclopropanecarboxylic acid (5-bromo-pyridin-2-yl)-amide BrC=1C=CC(=NC1)NC(=O)C1(CC1)C1=CC2=C(OCO2)C=C1